C(C1=CC=CC=C1)OC1=C(C(=CC(=C1)C(F)F)O)C(=O)N1CC2=CC(=CC(=C2C1)N[C@@H]1COCC1)C1=CN=CN1C (S)-(2-(Benzyloxy)-4-(difluoromethyl)-6-hydroxyphenyl)(6-(1-methyl-1H-imidazol-5-yl)-4-((tetrahydrofuran-3-yl)amino)isoindolin-2-yl)methanone